N5-Phenyl-[1,2,4]triazolo[4,3-a]quinazoline-5,8-diamine C1(=CC=CC=C1)NC1=NC=2N(C3=CC(=CC=C13)N)C=NN2